(-)-3-oxo-2-(pyridin-3-yl)-N-(1,1,1-trifluoro-3-hydroxy-3-methylbut-2-yl)-6-[4-(trifluoromethyl)phenyl]-2,3-dihydropyridazine-4-carboxamide O=C1N(N=C(C=C1C(=O)NC(C(F)(F)F)C(C)(C)O)C1=CC=C(C=C1)C(F)(F)F)C=1C=NC=CC1